(2,6-Dichloropyridin-4-yl)methyl O-ethyl-L-homoserinate hydrochloride Cl.C(C)OCC[C@H](N)C(=O)OCC1=CC(=NC(=C1)Cl)Cl